Methyl-(S,E)-(7-(dimethylamino)-1-((1-((7-isobutyl-6-(trifluoromethyl)-1H-pyrrolo[3,2-b]pyridin-2-yl)methyl)-2-oxo-1,2-dihydropyridin-3-yl)amino)-1,7-dioxohept-5-en-2-yl)carbamat COC(N[C@H](C(=O)NC=1C(N(C=CC1)CC1=CC2=NC=C(C(=C2N1)CC(C)C)C(F)(F)F)=O)CC\C=C\C(=O)N(C)C)=O